C1(CCCCCCCCCC\C=C\CCO1)=O trans-12-Pentadecen-1,15-olid